N-(4-phenylbutyl)benzamide C1(=CC=CC=C1)CCCCNC(C1=CC=CC=C1)=O